C(C)(C)(C)OC(=O)N[C@@H](CS)C(=O)O N-(tert-butoxycarbonyl)-L-cysteine